BrC=1N=C2C(=NC1)N(CC21CCCC1)C1=CC(=C(C=C1)Cl)F 2'-bromo-5'-(4-chloro-3-fluorophenyl)-5',6'-dihydrospiro[cyclopentane-1,7'-pyrrolo[2,3-b]pyrazine]